C(C)OCOC1=C(C(=CC(=C1)C(C)(CCCCCC)C)OCOCC)[C@H]1[C@@H](CCC(=C1)C)C(=C)C (1R,2R)-2',6'-bis(ethoxymethoxy)-5-methyl-4'-(2-methyloctan-2-yl)-2-(prop-1-en-2-yl)-1,2,3,4-tetrahydro-1,1'-biphenyl